2,5,6,7,8,9-hexahydro-1H-pyrido[3,4-b]Indol-1-one C1(NC=CC2=C1NC=1CCCCC21)=O